N-propoxycarbonyl-L-homoserine ethyl ester C(C)OC([C@@H](NC(=O)OCCC)CCO)=O